(R)-7-(4-(dimethylamino)piperidin-1-yl)-4-methyl-N-(1-(2-methyl-3-(trifluoromethyl)phenyl)ethyl)phthalazin-1-amine CN(C1CCN(CC1)C1=CC=C2C(=NN=C(C2=C1)N[C@H](C)C1=C(C(=CC=C1)C(F)(F)F)C)C)C